C(C)(C)(C)S(=O)(=O)C=1C(=CC=2N(C1)C=CN2)C(=O)O 6-(tert-butylsulfonyl)imidazo[1,2-a]pyridine-7-carboxylic acid